rac-4-(((2R,3R)-1-((1H-indol-6-yl)sulfonyl)-2-methylazetidin-3-yl)amino)phenol N1C=CC2=CC=C(C=C12)S(=O)(=O)N1[C@@H]([C@@H](C1)NC1=CC=C(C=C1)O)C |r|